(R)-3-Amino-1-(2-((6-amino-9H-purin-9-yl)methyl)-4-chloro-3-ethylphenyl)-N-(1,1-Dioxidotetrahydro-2H-thiopyran-4-yl)pyrrolidin-3-carboxamid N[C@]1(CN(CC1)C1=C(C(=C(C=C1)Cl)CC)CN1C2=NC=NC(=C2N=C1)N)C(=O)NC1CCS(CC1)(=O)=O